CNC(=O)C=1C=C2C=CC=NC2=C(N1)N1CCCC2=CC(=C(C=C12)C(F)F)C=1C=NN(C1)C 8-[7-difluoromethyl-6-(1-methyl-1H-pyrazol-4-yl)-3,4-dihydro-2H-quinolin-1-yl]-[1,7]naphthyridine-6-carboxylic acid methylamide